N-Butyl-2-isopropoxy-1H-benzo[d]imidazole-1-carboxamide C(CCC)NC(=O)N1C(=NC2=C1C=CC=C2)OC(C)C